C(CCCCCCCCCCCCCCCCCCC)C(C(=O)O)CC(=O)O eicosanyl-succinic acid